C(C)(C)(C)OC(N(C)C1=C(C=C(C(=C1)N)[N+](=O)[O-])C)=O (5-amino-2-methyl-4-nitrophenyl)(methyl)carbamic acid tert-butyl ester